1-(3-(1,3-dithiolan-2-yl)-5-fluoro-4-(4-methoxyphenylmethoxy)phenyl)-3-phenylurea S1C(SCC1)C=1C=C(C=C(C1OCC1=CC=C(C=C1)OC)F)NC(=O)NC1=CC=CC=C1